tert-butyl 4-cyano-1-(4-(2,2-difluorocyclobutyl) phenyl)-3-(2-methoxy-2-oxoethyl)-1,4,6,7-tetrahydro-5H-pyrazolo[4,3-c]pyridine-5-carboxylate C(#N)C1N(CCC2=C1C(=NN2C2=CC=C(C=C2)C2C(CC2)(F)F)CC(=O)OC)C(=O)OC(C)(C)C